ClC1=C(C=C(C=C1N)C)N(C)C1=CC(=C(C=C1)F)F 2-chloro-N1-(3,4-difluorophenyl)-N1,5-dimethyl-benzene-1,3-diamine